1,4-bis({3-[2-(2-hydroxyethoxy)ethoxy]propyl}amino)-9,10-dihydroanthracene-9,10-dione OCCOCCOCCCNC1=CC=C(C=2C(C3=CC=CC=C3C(C12)=O)=O)NCCCOCCOCCO